C(=CCCCCCCC=C)C1C(OC(C1)=O)=O 3-(1,9-decadien-1-yl)dihydro-2,5-furandione